N(=[N+]=[N-])[C@@H](C=O)[C@@H](OC(C)=O)[C@@H](OC(C)=O)[C@H](O)COC(C)=O 2-azido-2-deoxy-3,4,6-tri-O-acetyl-D-galactose